FC1CN(C1)C=1C=C(C=CC1)[C@@H](C(=O)NC=1SC(=NN1)N[C@H]1CN(CC1)C=1N=NC=CC1)OC (2S)-2-[3-(3-fluoroazetidin-1-yl)phenyl]-2-methoxy-N-[5-[[(3R)-1-pyridazin-3-ylpyrrolidin-3-yl]amino]-1,3,4-thiadiazol-2-yl]acetamide